Ethyl (R)-3-(1,4-dimethyl-1H-benzo[d][1,2,3]triazol-5-yl)-3-(3-(((S)-2-ethyl-7-hydroxy-2,3-dihydropyrido[2,3-f][1,4]oxazepin-4(5H)-yl)methyl)-4-methylphenyl)propanoate CN1N=NC2=C1C=CC(=C2C)[C@H](CC(=O)OCC)C2=CC(=C(C=C2)C)CN2C[C@@H](OC1=C(C2)N=C(C=C1)O)CC